[Mn+3].C(C(=O)O)(=O)O.C(C(=O)O)(=O)O.C(C(=O)O)(=O)O tri-oxalic acid manganese (III)